N-(3-aminopropyl)-2-chloro-4-[[3-[3-(trifluoromethyl)-1H-pyrazol-4-yl]imidazo[1,2-a]pyrazin-8-yl]amino]benzamide NCCCNC(C1=C(C=C(C=C1)NC=1C=2N(C=CN1)C(=CN2)C=2C(=NNC2)C(F)(F)F)Cl)=O